F[C@]1(CN(CC[C@H]1O)C1=NC=CC(=N1)NC=1N=CC2=C(N=CC(=C2C1)C(C)C)N1[C@@H](CCC1)CNC)C (3S,4R)-3-fluoro-1-(4-((5-isopropyl-8-((S)-2-((methylamino)methyl)pyrrolidin-1-yl)-2,7-naphthyridin-3-yl)amino)pyrimidin-2-yl)-3-methylpiperidin-4-ol